BrC1=CSC2=C1N=C(NC2=O)NC2CCCCC2 7-bromo-2-(cyclohexylamino)thieno[3,2-d]pyrimidin-4(3H)-one